BrC=1C(=C(C=CC1)NC1=C(NC2=C1C(NCC21CCN(CC1)C(C=C)=O)=O)C1=C(C=NC=C1)F)OC 3'-[(3-bromo-2-methoxyphenyl)amino]-2'-(3-fluoropyridin-4-yl)-1-(prop-2-enoyl)-5',6'-dihydro-1'H-spiro[piperidine-4,7'-pyrrolo[3,2-c]pyridin]-4'-one